N-(6-((8''-METHYL-1'',5''-DIOXO-1'',5''-DIHYDRO-2''H-DISPIRO[CYCLOPROPANE-1,1'-CYCLOHEXANE-4',3''-IMIDAZO[1,5-A]PYRIDIN]-6''-YL)AMINO)PYRIMIDIN-4-YL)CYCLOPROPANECARBOXAMIDE CC1=C2N(C(C(=C1)NC1=CC(=NC=N1)NC(=O)C1CC1)=O)C1(NC2=O)CCC2(CC1)CC2